BrC1=CC=C(C=C1)C1=C(CN(CC1)C(=O)OC(C)(C)C)C(=O)OCC 1-(tert-butyl) 3-ethyl 4-(4-bromophenyl)-5,6-dihydropyridine-1,3(2H)-dicarboxylate